N-(adamantan-1-yl)-4-phenyl-1H-pyrrole-2-carboxamide C12(CC3CC(CC(C1)C3)C2)NC(=O)C=2NC=C(C2)C2=CC=CC=C2